ClCC=1N=C(SC1)NCC1=CC(=CC=C1)OC 4-(chloromethyl)-N-(3-methoxybenzyl)thiazol-2-amine